Cl.Cl.CC=1C(=CC=C2C=CC(NC12)=O)C1=CC=C(C=C1)OC1CCNCC1 8-methyl-7-[4-(4-piperidyloxy)phenyl]quinolone 2HCl